ClCCN(CCCl)C N,N-bis(2-chloroethyl)methylamine